C(C)(C)(C)OC(=O)N[C@@]1(CN([C@H](C=CC1)C)C(=O)OC(C)(C)C)C=O tert-butyl (3S,7S)-3-(tert-butoxycarbonyl amino)-3-formyl-7-methyl-4,7-dihydro-2H-azepine-1-carboxylate